C(C)OC(=O)C(\C(=C\C)\C)C(=O)OCC (E)-2-methyl-but-2-ene-dicarboxylic acid diethyl ester